1-(2-(4-(bis(isopropylsulfanyl)methyl)-2-methoxyphenoxy)ethyl)-4-toluenesulfonylpiperazine C(C)(C)SC(C1=CC(=C(OCCN2CCN(CC2)S(=O)(=O)CC2=CC=CC=C2)C=C1)OC)SC(C)C